C1(=CC=CC=C1)C=1C(=C(C2=CC(=CC=C2C1)N)C1=CC=CC=C1)N diphenylnaphthalene-2,7-diamine